N-[(6-Amino-2-pyridyl)sulfonyl]-2-[(2S)-2-tert-butylpyrrolidin-1-yl]-6-(3-fluoro-5-isobutoxyphenyl)pyridin-3-carboxamid NC1=CC=CC(=N1)S(=O)(=O)NC(=O)C=1C(=NC(=CC1)C1=CC(=CC(=C1)OCC(C)C)F)N1[C@@H](CCC1)C(C)(C)C